S(N)(OCC=1N(C2=CC=C(C=C2C1C=NOC)F)C1CCN(CC1)[C@@H]1CC[C@@H](CC1)C(C)(C)C)(=O)=O (1-(1-(cis-4-(tert-butyl)cyclohexyl)piperidin-4-yl)-5-fluoro-3-((methoxyimino)methyl)-1H-indol-2-yl)methyl sulfamate